C(C)(C)(C)OC(=O)N1C(=C(CCC1)C1OCCO1)C1=NC=CC=C1 (1,3-dioxolan-2-yl)-5,6-dihydro-[2,2'-bipyridine]-1(4H)-carboxylic acid tert-butyl ester